O1NC(CC1)=O isooxazolidin-3-one